2-(benzyloxy)-5-bromopyridin-3-amine C(C1=CC=CC=C1)OC1=NC=C(C=C1N)Br